FCC1=NN2C(=NC(=C(C2=O)C=2C=NN(C2)CC(C(F)(F)F)(F)F)C(F)(F)F)S1 2-(fluoromethyl)-6-[1-(2,2,3,3,3-pentafluoropropyl)-1H-pyrazol-4-yl]-7-(trifluoromethyl)-5H-[1,3,4]thiadiazolo[3,2-a]pyrimidin-5-one